Methyl-3-chloropyrazine-2-carboxylate COC(=O)C1=NC=CN=C1Cl